bis[4-(3-aminophenoxy)phenyl] Sulfone NC=1C=C(OC2=CC=C(C=C2)S(=O)(=O)C2=CC=C(C=C2)OC2=CC(=CC=C2)N)C=CC1